C(C)(=O)NC1CCC(CC1)N(C=1C(=C(C(=O)NCC=2C(NC(=CC2C)C)=O)C=C(C1)Br)C)C 3-((1s,4s)-(4-acetamidocyclohexyl)-(methyl)-amino)-5-bromo-N-((4,6-dimethyl-2-oxo-1,2-dihydropyridin-3-yl)-methyl)-2-methylbenzamide